N-(2-aminoethyl)-3-aminopropyl-tris(2-ethylhexyloxy)silane NCCNCCC[Si](OCC(CCCC)CC)(OCC(CCCC)CC)OCC(CCCC)CC